[N+](=O)([O-])[O-].[Sm+3].[N+](=O)([O-])[O-].[N+](=O)([O-])[O-] samarium nitrate salt